methacryl-N-hydroxysuccinimide C(=O)(C(=C)C)C1C(=O)N(C(C1)=O)O